N1C[C@@H](CC1)CO |r| rac-(3R)-pyrrolidin-3-ylmethanol